Histidinyl-Hydroxylysinonorleucin N[C@@H](CC1=CNC=N1)C(=O)N([C@@H](CC[C@@H](O)CN)C(=O)O)N[C@@H](CCCC)C(=O)O